1-[(12aR)-9-(2-Ethyl-6-hydroxyphenyl)-8,10-difluoro-3,4,12,12a-tetrahydro-6H-pyrazino[2,1-c][1,4]benzoxazepin-2(1H)-yl]prop-2-en-1-one C(C)C1=C(C(=CC=C1)O)C1=C(C2=C(CN3[C@@H](CO2)CN(CC3)C(C=C)=O)C=C1F)F